(S)-N-(1-(2-chloro-6-methoxyphenyl)-1,4,5,7-tetrahydropyrano[3,4-c]pyrazol-4-yl)-5,6,7,8-tetrahydroimidazo[1,5-a]pyridine-1-carboxamide ClC1=C(C(=CC=C1)OC)N1N=CC2=C1COC[C@H]2NC(=O)C=2N=CN1C2CCCC1